chloro(2-cyclododecyl-allyl)borane tert-butyl-2-((4-chloro-2-fluorobenzyl)amino)-3-(trifluoromethyl)-5,8-dihydro-1,7-naphthyridine-7(6H)-carboxylate C(C)(C)(C)OC(=O)N1CCC=2C=C(C(=NC2C1)NCC1=C(C=C(C=C1)Cl)F)C(F)(F)F.ClBCC(=C)C1CCCCCCCCCCC1